1-(3-(5-methoxy-3-(4-(trifluoromethyl)phenyl)-1H-pyrazolo[4,3-b]pyridin-1-yl)pyrrolidin-1-yl)prop-2-en-1-one COC1=CC=C2C(=N1)C(=NN2C2CN(CC2)C(C=C)=O)C2=CC=C(C=C2)C(F)(F)F